cis-1-hydroxyadamantan-4-amine 2-(1-hydroxypentyl)benzoate OC(CCCC)C1=C(C(=O)O)C=CC=C1.OC12CC3C(C(CC(C1)C3)C2)N